N-(2-fluoro-4-(hydrazinocarbonyl)benzyl)-N-phenylthiomorpholine-4-carboxamide 1,1-dioxide FC1=C(CN(C(=O)N2CCS(CC2)(=O)=O)C2=CC=CC=C2)C=CC(=C1)C(=O)NN